tert-butyl 6-chloro-4-methyl-3',6'-dihydro-[3,4'-bipyridine]-1'(2'H)-formate ClC1=CC(=C(C=N1)C=1CCN(CC1)C(=O)OC(C)(C)C)C